1-[2-(4-fluorophenoxy)acetyl]piperidin-4-yl-pyridazin-3-one FC1=CC=C(OCC(=O)N2CCC(CC2)C=2C(NN=CC2)=O)C=C1